N,N-dimethylpyridin-2-amine CN(C1=NC=CC=C1)C